FC(C(=O)O)(F)F.NC=1SC(=CN1)C[C@@H]1[C@H](N(C1=O)C(N[C@H](C)C1=CC=CC=C1)=O)C(=O)O (2S,3R)-3-[(2-amino-1,3-thiazol-5-yl)methyl]-4-oxo-1-{[(1R)-1-phenylethyl]carbamoyl}azetidine-2-carboxylic acid trifluoroacetate